CC1(CC(=O)OC(C(=O)Cl)C(C(=O)Cl)OC(C1)=O)C O'-(1,4-dichloro-1,4-dioxobutane-2,3-diyl) dimethylglutarate